BrC1=C(CCOC2OCCCC2)C=C(C=C1)Cl 2-(2-bromo-5-chlorophenethoxy)tetrahydro-2H-pyran